The molecule is a xanthine that is 7H-xanthine bearing (4-methylquinazolin-2-yl)methyl, methyl, but-2-yn-1-yl and 3-aminopiperidin-1-yl substituents at positions 1, 3, 7 and 8 respectively (the R-enantiomer). Used for treatment of type II diabetes. It has a role as an EC 3.4.14.5 (dipeptidyl-peptidase IV) inhibitor and a hypoglycemic agent. It is a member of quinazolines and an aminopiperidine. It derives from a 7H-xanthine. CC#CCN1C2=C(N=C1N3CCC[C@H](C3)N)N(C(=O)N(C2=O)CC4=NC5=CC=CC=C5C(=N4)C)C